2-amino-9-((2,4-difluorophenyl)methyl)-6-(furan-2-yl)-8,9-dihydro-7H-purin-8-one NC1=NC(=C2NC(N(C2=N1)CC1=C(C=C(C=C1)F)F)=O)C=1OC=CC1